tert-Butyl (3-(7-(1-benzylpiperidin-3-yl)-2-methylpyrazolo[1,5-a]pyrimidin-3-yl)allyl)carbamate C(C1=CC=CC=C1)N1CC(CCC1)C1=CC=NC=2N1N=C(C2C=CCNC(OC(C)(C)C)=O)C